bromodansyl chloride BrC1=C(S(=O)(=O)Cl)C=2C=CC=C(C2C=C1)N(C)C